methyl 8-amino-5-methoxy-4-methyl-3,4-dihydro-2H-benzo[b][1,4]oxazine-7-carboxylate NC1=C(C=C(C2=C1OCCN2C)OC)C(=O)OC